NC=1C=C2C(=CNC2=CC1)CCC1N(CCC2=CC(=C(C=C12)OCC)OC)C(=O)N1CCOCC1 (1-(2-(5-amino-1H-indol-3-yl)ethyl)-7-ethoxy-6-methoxy-3,4-dihydroisoquinolin-2(1H)-yl)(morpholinyl)methanone